CN[C@H](CO[Si](C)(C)C(C)(C)C)C(=O)O methyl-O-(tert-butyldimethylsilyl)-D-serine